CN1[C@H](C(CCC1)C1=CC=2C(=NC=CC2NC=2C(=CC3=C(N=CS3)C2F)F)S1)C N-(2-((2S)-1,2-dimethylpiperidin-3-yl)thieno-[2,3-b]pyridin-4-yl)-4,6-difluorobenzo[d]thiazol-5-amine